CN(CCN(CC)C)C trimethyl-N'-ethyl-ethylenediamine